Methyl 4-(1-methyl-7-oxo-2,3,4,7-tetrahydro-1H-1,4-diazepin-5-yl)benzoate CN1CCNC(=CC1=O)C1=CC=C(C(=O)OC)C=C1